(2S,4R)-1-[(2S)-2-[4-[(4-fluoroanilino)methyl]triazol-1-yl]-3,3-dimethyl-butanoyl]-4-hydroxy-N-methyl-pyrrolidine-2-carboxamide FC1=CC=C(NCC=2N=NN(C2)[C@H](C(=O)N2[C@@H](C[C@H](C2)O)C(=O)NC)C(C)(C)C)C=C1